1,4-DIHYDRO-4-OXO-2-PYRIDINECARBOXALDEHYDE O=C1C=C(NC=C1)C=O